FC(C1=NN=C(O1)C1=CC=C(CN2N=NC(=C2)C=2C=CC3=C(N=C(S3)N)C2)C=C1)F 5-(1-(4-(5-(difluoromethyl)-1,3,4-oxadiazol-2-yl)benzyl)-1H-1,2,3-triazol-4-yl)benzo[d]thiazol-2-amine